FC1=CC(=CC2=C1OCO2)C=2C=C1C(=NC2)N(N=C1NC(=O)C1(CCC1)C)CCC(C)(C)O N-(5-(7-fluorobenzo[d][1,3]dioxol-5-yl)-1-(3-hydroxy-3-methylbutyl)-1H-pyrazolo[3,4-b]pyridin-3-yl)-1-methylcyclobutane-1-carboxamide